C(#N)C=1C=C(C=CC1)C1=CC(=NO1)N1C([C@@H]2N(CCN(C2)C#N)CC1)=O (R)-8-(5-(3-cyanophenyl)isoxazol-3-yl)-9-oxooctahydro-2H-pyrazino[1,2-a]pyrazine-2-carbonitrile